BrC(C(=O)O)(C)C α-bromoiso-butanoic acid